(1-methyl-3,4-dihydro-1H-isoquinolin-2-yl)-methanone CC1N(CCC2=CC=CC=C12)C=O